F[Sb-](F)(F)(F)(F)F.COC(=O)OC[S+](CC1=CC=CC=C1)C1=CC=CC=C1 (methoxycarbonyloxy)phenylbenzylmethylsulfonium hexafluoroantimonate